(2R,5S)-4-(7-(3,5-difluorophenyl)-5-(3-methylpyrazin-2-yl)-7H-pyrrolo[2,3-d]pyrimidin-4-yl)-2,5-dimethylpiperazine-1-carboxylic acid tert-butyl ester C(C)(C)(C)OC(=O)N1[C@@H](CN([C@H](C1)C)C=1C2=C(N=CN1)N(C=C2C2=NC=CN=C2C)C2=CC(=CC(=C2)F)F)C